3-(4-phenoxyphenyl)-3-(5-(2-(5,6,7,8-tetrahydro-1,8-naphthyridin-2-yl)ethoxy)-1H-indazol-1-yl)propionic acid O(C1=CC=CC=C1)C1=CC=C(C=C1)C(CC(=O)O)N1N=CC2=CC(=CC=C12)OCCC1=NC=2NCCCC2C=C1